N[14C@@H](CC(=O)O)C(=O)O [14C]aspartic acid